C(CCC)OCC(OCC(C)N)C 1-(2-butoxy-1-methylethoxy)-2-propylamine